mono-octylphenol C(CCCCCCC)C1=CC=C(C=C1)O